C1(=CC(=CC=C1)NC(OC(COC(NC=1C=C(C=CC1)C)=O)C1OC(C(=C1O)O)=O)=O)C 12-1-(3,4-dihydroxy-5-oxo-2,5-dihydrofuran-2-yl)ethane-1,2-diyl bis(m-tolylcarbamate)